C1(CCCC1)NC1=CC(=C2C(NC(=NC2=C1)CSC1CCNCC1)=O)F 7-(cyclopentylamino)-5-fluoro-2-(4-piperidylsulfanylmethyl)-3H-quinazolin-4-one